1-(2-methyl-1H-pyrrol-3-yl)ethan-1-one CC=1NC=CC1C(C)=O